4-(4-(2,3-difluoro-4-(1H-pyrazole-4-yl)phenyl)piperidin-1-carbonyl)cyclohexan-1-one FC1=C(C=CC(=C1F)C=1C=NNC1)C1CCN(CC1)C(=O)C1CCC(CC1)=O